(1-aminocyclopropyl)methanol NC1(CC1)CO